C5-chloro-3-iodo-1-((2-(trimethylsilyl)ethoxy)methyl)-7-vinyl-1H-pyrazolo[4,3-b]pyridine ClC1=CC(=C2C(=N1)C(=NN2COCC[Si](C)(C)C)I)C=C